C12CN(CC(CC1)N2)C2=NC(=NC1=C(C(=C(C=C21)C(F)(F)F)C2=CC=C(C=1SC(=C(C12)C#N)N)F)F)OCC1CCOCC1 (4-(3,8-diazabicyclo[3.2.1]oct-3-yl)-8-fluoro-2-((tetrahydro-2H-pyran-4-yl)methoxy)-6-(trifluoromethyl)quinazolin-7-yl)-2-amino-7-fluorobenzo[b]thiophene-3-carbonitrile